4-chlorophenoxyacetamide butyrate C(CCC)(=O)O.ClC1=CC=C(OCC(=O)N)C=C1